OC1=CC=CC2=CC=C3C=CC=NC3=C21.OC2=CC=CC1=CC=C3C=CC=NC3=C12.[Zn] zinc bis(10-hydroxybenzo[h]quinoline)